C(CCC1=CC(OC)=C(O)C=C1)(=O)OCC ethyl dihydroferulate